ClCC(=O)N1C[C@H](C[C@H](C1)C)C1=C2C=CC=NC2=C(C=C1)C#N 5-[(3R,5R)-1-(2-chloro-acetyl)-5-methyl-piperidin-3-yl]-quinoline-8-carbonitrile